N-(3-(benzo[d][1,3]dioxol-5-yl)-1H-pyrazol-5-yl)-2-fluoro-4-((1-methylpiperidin-4-yl)amino)benzamide O1COC2=C1C=CC(=C2)C2=NNC(=C2)NC(C2=C(C=C(C=C2)NC2CCN(CC2)C)F)=O